1-[(3S)-4-(4,5-dichloro-1H-indole-2-carbonyl)-3-methyl-piperazin-1-yl]ethanone ClC1=C2C=C(NC2=CC=C1Cl)C(=O)N1[C@H](CN(CC1)C(C)=O)C